[O-2].[Lu+3].[In+3].[O-2].[O-2] indium lutetium oxide